FC(C(=O)O)(F)F.C(C)N1C=NC(=C1CSC=1NC(C2=C(N1)OCC2)=O)C(F)(F)F 2-({[3-ethyl-5-(trifluoromethyl)imidazol-4-yl]methyl}sulfanyl)-3H,5H,6H-furo[2,3-d]pyrimidin-4-one trifluoroacetate salt